N[C@](C(=O)OC(C)(C)C)(CC1=C(C=C(C=C1)Br)F)C tert-butyl (S)-2-amino-3-(4-bromo-2-fluorophenyl)-2-methylpropionate